(R)-3-(1-(4-(3H-[1,2,3]triazolo[4,5-b]pyridin-3-yl)-N-(1-(tert-butoxycarbonyl)piperidin-3-yl)-2-fluorobenzamido)isoquinolin-6-yl)propanoic acid N1=NN(C2=NC=CC=C21)C2=CC(=C(C(=O)N([C@H]1CN(CCC1)C(=O)OC(C)(C)C)C1=NC=CC3=CC(=CC=C13)CCC(=O)O)C=C2)F